1-(piperidin-4-yl)ethanol N1CCC(CC1)C(C)O